C(C)(C)(C)OC(=O)N1C[C@H](CC1)[C@@H](C(=O)OC(C)(C)C)CC=1C=CC2=C([C@H](CO2)NC(=O)OCC2=CC=CC=C2)C1 (R)-3-((S)-3-((R)-3-(((benzyloxy)carbonyl)amino)-2,3-dihydrobenzofuran-5-yl)-1-(tert-butoxy)-1-oxopropan-2-yl)pyrrolidine-1-carboxylic acid tert-butyl ester